tert-butyl 4-[2-[2-(2-ethoxy-2-oxo-ethoxy)ethoxy]ethoxy]piperidine-1-carboxylate C(C)OC(COCCOCCOC1CCN(CC1)C(=O)OC(C)(C)C)=O